(2-bromo-6-fluorophenyl)-bis(2,3,6-tri-fluorophenyl)borane BrC1=C(C(=CC=C1)F)B(C1=C(C(=CC=C1F)F)F)C1=C(C(=CC=C1F)F)F